C(CC)N(C1=CC=CC=C1)CCC N,N-dipropyl-benzenamine